4-[5-(3,8-diazabicyclo[3.2.1]octan-3-yl)-9-fluoro-spiro[2H-furo[3,2-c][2,7]naphthyridine-3,3'-oxetane]-8-yl]-5-ethynyl-6-fluoro-naphthalen-2-ol C12CN(CC(CC1)N2)C2=NC1=C(C=3C(=C(N=CC23)C2=CC(=CC3=CC=C(C(=C23)C#C)F)O)F)OCC12COC2